COC=1C=C(C=NC1)C1CCN(CC1)C(=O)OC(C)(C)C tert-Butyl 4-(5-methoxypyridin-3-yl)piperidine-1-carboxylate